C(C)OP(=O)(OCC)C/C(=C/C(=O)OCC)/C ethyl (E)-4-(diethoxyphosphoryl)-3-methylbut-2-enoate